tert-Butyl (S)-2-((S)-2-amino-3-phenylpropanamido)-6-diazo-5-oxohexanoate N[C@H](C(=O)N[C@H](C(=O)OC(C)(C)C)CCC(C=[N+]=[N-])=O)CC1=CC=CC=C1